6-(4-methyl-2-(trifluoromethyl)thiazole-5-carboxamido)-7-oxohept-2-enoate CC=1N=C(SC1C(=O)NC(CCC=CC(=O)[O-])C=O)C(F)(F)F